O1COCC2=C1C=CC=C2/C(=C/[Si](C)(C)C)/C2=C(C=CC=C2)[Si](C)(C)C (Z)-(2-(benzo[d][1,3]dioxin-5-yl)-2-(2-(trimethylsilyl)phenyl)vinyl)trimethylsilane